2-fluoro-6-((trimethylsilyl)ethynyl)benzaldehyde FC1=C(C=O)C(=CC=C1)C#C[Si](C)(C)C